C(C)C=1N=C2N(C(C1C1=C(C=CC=C1)NC(C=C)=O)=O)C1=C(N2CC(=O)NC2=CC=C(C=C2)F)C=CC=C1 N-(2-(2-Ethyl-10-(2-((4-fluorophenyl)amino)-2-oxoethyl)-4-oxo-4,10-dihydrobenzo[4,5]imidazo[1,2-a]pyrimidin-3-yl)phenyl)acrylamide